FC(C[C@H](CC)N1N=CC(=C1)C=1C=2N(C=C(N1)C=1C=NN(C1)C(CO)CO)N=CC2)(F)F (S)-2-(4-(4-(1-(1,1,1-trifluoropentan-3-yl)-1H-pyrazol-4-yl)pyrazolo[1,5-a]pyrazin-6-yl)-1H-pyrazol-1-yl)propane-1,3-diol